(R)-1-(4-amino-5-((2-cyclopropyl-4,6-difluorobenzo[d]thiazol-5-yl)ethynyl)-8-methyl-8,9-dihydropyrazino[1',2':1,5]pyrrolo[2,3-d]pyrimidin-7(6H)-yl)-2-fluoroprop-2-en-1-one NC=1C2=C(N=CN1)N1C(=C2C#CC=2C(=CC3=C(N=C(S3)C3CC3)C2F)F)CN([C@@H](C1)C)C(C(=C)F)=O